ethyl 7-(4-{2-[(1-isopropyl-1H-pyrazolo[4,3-c]pyridin-6-yl)amino]-6-pyrrolidin-1-ylpyrimidin-4-yl}piperazin-1-yl)-7-oxoheptanoate C(C)(C)N1N=CC=2C=NC(=CC21)NC2=NC(=CC(=N2)N2CCN(CC2)C(CCCCCC(=O)OCC)=O)N2CCCC2